((2S,3R,6R)-3-(((4-Ethyl-3-fluoro-5-(trifluoromethyl)pyridin-2-yl)amino)methyl)-2,6-dimethylmorpholino)(6-methyl-3-(pyrimidin-2-yl)pyridin-2-yl)methanone C(C)C1=C(C(=NC=C1C(F)(F)F)NC[C@@H]1[C@@H](O[C@@H](CN1C(=O)C1=NC(=CC=C1C1=NC=CC=N1)C)C)C)F